(R)-3-aminobutanoate N[C@@H](CC(=O)[O-])C